((1-(4,4-difluorocyclohexyl)-2,3-dihydro-1H-pyrrolo[2,3-b]pyridin-5-yl)methyl)-1-methyl-2-oxo-2,3-dihydro-1H-benzimidazole-5-carboxamide FC1(CCC(CC1)N1CCC=2C1=NC=C(C2)CN2C(N(C1=C2C=C(C=C1)C(=O)N)C)=O)F